2-methoxy-3-((S)-pyrrolidin-2-yl)pyridine COC1=NC=CC=C1[C@H]1NCCC1